1-(2-(3-bromophenyl)-7-(trifluoromethyl)quinazolin-4-yl)-N,N-dimethylmethanamine BrC=1C=C(C=CC1)C1=NC2=CC(=CC=C2C(=N1)CN(C)C)C(F)(F)F